N-(4-(4-amino-5-(4-((3-methylcyclohexyl)oxy)phenyl)pyrazolo[5,1-f][1,2,4]triazin-6-yl)phenyl)acrylamide NC1=NC=NN2C1=C(C(=N2)C2=CC=C(C=C2)NC(C=C)=O)C2=CC=C(C=C2)OC2CC(CCC2)C